COC=1N=C2C(=C(C(N(C2=CC1)C)=O)C#N)N1CCNCC1 6-methoxy-1-methyl-2-oxo-4-(piperazin-1-yl)-1,2-dihydro-1,5-naphthyridine-3-carbonitrile